C1CCCCCCCCCCCCC1.[N].[N].[N].[N] tetranitrogen cyclotetradecane